4-(2-(((4-(4-methoxyphenyl)-2,6-dioxocyclohexylidene)methyl)amino)ethyl)-N,N-dimethyl-piperazine-1-carboxamide COC1=CC=C(C=C1)C1CC(C(C(C1)=O)=CNCCN1CCN(CC1)C(=O)N(C)C)=O